C1(CC1)[C@H]1OC2=C([C@H](N(C1)CC1=CC(=CC=3C=CSC31)[C@@H](CC(=O)OCC)C3=C(C1=C(N(N=N1)C)C=C3)C)C)N=C(C=C2)O |o1:7| Ethyl (3R)-3-(7-{[(2R,5R*)-2-cyclopropyl-7-hydroxy-5-methyl-2,3-dihydropyrido[2,3-f][1,4]oxazepin-4(5H)-yl]methyl}-1-benzothiophen-5-yl)-3-(1,4-dimethyl-1H-benzotriazol-5-yl)propanoate